C(\C=C\C(=O)O)(=O)O.NCCC#N 3-aminopropionitrile fumarate salt